2,6-di(pyrid-4-yl)-4-phenyl-pyridine N1=CC=C(C=C1)C1=NC(=CC(=C1)C1=CC=CC=C1)C1=CC=NC=C1